FC(C=1NC2=CC=C(C=C2C1NC1=CC=C(C=C1)CC)CC)(F)F 2-trifluoromethyl-3-[N-(4-ethylphenyl)]amino-5-ethylindole